(2S,6R)-2,6-bis(hydroxymethyl)piperidine-1-carboxylate OC[C@H]1N([C@H](CCC1)CO)C(=O)[O-]